(rac)-N-(di(furan-2-yl)phosphanyl)-N-isoprenyl-2,5-diphenylphospholan-1-amine O1C(=CC=C1)P(N(P1C(CCC1C1=CC=CC=C1)C1=CC=CC=C1)C=CC(C)=C)C=1OC=CC1